ClC1=C(C=CC(=C1)F)N1C(NC(=CC1=O)C(F)(F)F)=O 3-(2-chloro-4-fluorophenyl)-6-trifluoromethylpyrimidine-2,4(1H,3H)-dione